tert-Butyl 3-(3-fluoro-4-(methoxycarbonyl)phenyl)piperidine-1-carboxylate FC=1C=C(C=CC1C(=O)OC)C1CN(CCC1)C(=O)OC(C)(C)C